1-(3,3,7-trimethyl-1,3,4,5,8,8a-hexahydronaphthalen-4a(2H)-yl)ethan-1-one CC1(CCC2CC(=CCC2(C1)C(C)=O)C)C